ClC1=CC=C(C=N1)CN(\C(\C)=N\C#N)C (E)-N1-[(6-chloro-3-pyridinyl)methyl]-N2-cyano-N1-methylacetamidine